N1(CCC2=CC=CC=C12)CC1=NC2=CC(=C(C=C2C(N1)=O)OC)OC 2-(indolin-1-ylmethyl)-6,7-dimethoxy-3H-quinazolin-4-one